N1(CCC=2C1=CN=CC2)C(=O)C=2C=C1CN(C(C1=CC2)=O)C2C(NC(CC2)=O)=O 3-(5-(2,3-dihydro-1H-pyrrolo[2,3-c]pyridine-1-carbonyl)-1-oxoisoindolin-2-yl)piperidine-2,6-dione